N1=NN=CN2C1=C(N=C2)C(=O)N imidazo[5,1-d][1,2,3,5]tetrazine-8-carboxamide